[Li].C1(CC1)N1CCC(CC1)NC=1C(=CN(C(C1)=O)C1(CC1)C(F)F)C(=O)O 4-((1-cyclopropylpiperidin-4-yl)amino)-1-(1-(difluoromethyl)cyclopropyl)-6-oxo-1,6-dihydropyridine-3-carboxylic acid lithium